C(C)C(CCCNCC(=O)OCCCC)CC butyl 4-ethylhexylaminoacetate